NC1=NC(=C(C(N1C)=O)N)N 2,5,6-triamino-3-methylpyrimidin-4(3H)-one